3-((5-methyl-7-(methylsulfonyl)-4-oxo-4,5,6,7,8,9-hexahydro-3H-pyrido[4',3':4,5]pyrrolo[2,3-d]pyridazin-3-yl)methyl)thiophene-2-carboxylic acid methyl ester COC(=O)C=1SC=CC1CN1N=CC2=C(C1=O)N(C1=C2CCN(C1)S(=O)(=O)C)C